n-octyl (n-dodecyl) dodecanedioate C(CCCCCCCCCCC(=O)OCCCCCCCCCCCC)(=O)OCCCCCCCC